sulfuryl-silafluorene S(=O)(=O)=[Si]1C=CC=C2C3=CC=CC=C3C=C12